SCSC(SCSC1SCSC1SCSC(C(SCS)SCS)SCS)C(SCS)SCS 4,5-bis{3,4-bis(mercaptomethylthio)-6-mercapto-2,5-dithiahexylthio}-1,3-dithiacyclopentane